C(C)(C)(C)N(C(O)=O)[C@H](C(=O)N1CC(CC1)(F)F)CO.CC(=CC(=O)N)C Dimethyl-acrylamide t-butyl-(S)-(1-(3,3-difluoropyrrolidin-1-yl)-3-hydroxy-1-oxopropan-2-yl)carbamate